2-(2,8-Dimethylimidazo[1,2-b]pyridazin-6-yl)-7-(4,7-diazaspiro[2.5]oct-7-yl)-4H-pyrido[1,2-a]pyrimidin-4-one CC=1N=C2N(N=C(C=C2C)C=2N=C3N(C(C2)=O)C=C(C=C3)N3CCNC2(CC2)C3)C1